2-methyl-7-(4-nitrophenyl)-2,7-diazaspiro[3.5]nonane CN1CC2(C1)CCN(CC2)C2=CC=C(C=C2)[N+](=O)[O-]